BrC1=C(C=CC(=C1)N1CCN(CC1)C)NC1=NC=C2C(=N1)N(C(NC2)=O)C2CCCC2 7-((2-bromo-4-(4-methylpiperazin-1-yl)phenyl)amino)-1-cyclopentyl-3,4-dihydropyrimido[4,5-d]pyrimidin-2(1H)-one